(2-((2,4-dimethoxybenzyl)amino)-2-oxo-1-(thiophen-2-yl)ethyl)propiolamide COC1=C(CNC(C(C=2SC=CC2)C#CC(=O)N)=O)C=CC(=C1)OC